(1s,4s)-4-(5-chloro-4-((4-(methylamino)-5-(trifluoromethyl)pyrimidin-2-yl)amino)-1H-pyrazol-1-yl)-1-(methylimino)hexahydro-1λ6-thiopyran 1-oxide ClC1=C(C=NN1C1CCS(CC1)(=NC)=O)NC1=NC=C(C(=N1)NC)C(F)(F)F